4-FORMYL-2-METHOXYPHENYL 3-CHLORO-1-BENZOTHIOPHENE-2-CARBOXYLATE ClC1=C(SC2=C1C=CC=C2)C(=O)OC2=C(C=C(C=C2)C=O)OC